N1=NN(C2=NC=CC=C21)C2=CC(=C(C(=O)N(C1=NC=CC3=C1C=C(S3)C3=CC=NC=C3)[C@H]3CNCCC3)C=C2)F (R)-4-(3H-[1,2,3]triazolo[4,5-b]pyridin-3-yl)-2-fluoro-N-(piperidin-3-yl)-N-(2-(pyridin-4-yl)thieno[3,2-c]pyridin-4-yl)benzamide